COC1=CC2=NC=CC(=C2C=C1C(=O)N)OC3=CC(=C(C=C3)NC(=O)NC4CC4)Cl The molecule is a member of the class of quinolines that is the carboxamide of 4-{3-chloro-4-[(cyclopropylcarbamoyl)amino]phenoxy}-7-methoxyquinoline-6-carboxylic acid. A multi-kinase inhibitor and orphan drug used (as its mesylate salt) for the treatment of various types of thyroid cancer that do not respond to radioiodine. It has a role as a vascular endothelial growth factor receptor antagonist, an orphan drug, an antineoplastic agent, an EC 2.7.10.1 (receptor protein-tyrosine kinase) inhibitor and a fibroblast growth factor receptor antagonist. It is a member of quinolines, an aromatic ether, a monocarboxylic acid amide, an aromatic amide, a member of monochlorobenzenes, a member of cyclopropanes and a member of phenylureas. It is a conjugate base of a lenvatinib(1+).